C(C=C)(=O)OC(CSC=1SC(=NN1)SC)C 2-acryloxy-n-propylthio-5-methylthio-1,3,4-thiadiazole